BrC1=CC(=C(C#N)C=C1C)F 4-bromo-2-fluoro-5-methylbenzonitrile